C(C)(C)(C)OC(=O)N1C[C@H]([C@@H](C1)NC(=O)C1=CC2=C(N(C(=N2)C2=CC=3C(=NC=CC3)N2CC2CC2)C)C=C1)N |r| Trans-rac-(3R,4R)-3-amino-4-{2-[1-(cyclopropylmethyl)-1H-pyrrolo[2,3-b]pyridin-2-yl]-1-methyl-1H-1,3-benzodiazole-5-amido}pyrrolidine-1-carboxylic acid tert-butyl ester